N-(3-(3-(8-(2-(dimethylamino)ethoxy)-9H-purin-6-yl)pyridin-2-ylamino)-4-methylphenyl)-4-(trifluoromethyl)picolinamide CN(CCOC=1NC2=NC=NC(=C2N1)C=1C(=NC=CC1)NC=1C=C(C=CC1C)NC(C1=NC=CC(=C1)C(F)(F)F)=O)C